O=C1NC(CCC1N1C(C2=CC=CC(=C2C1)N1CCC(CC1)C=O)=O)=O 1-(2-(2,6-dioxopiperidin-3-yl)-1-oxoisoindolin-4-yl)piperidine-4-carbaldehyde